tert-butyl (S)-2-(((1-(4-fluoro-3-(trifluoromethyl) phenyl)cyclopropyl)amino)methyl)-2-methylpyrrolidine-1-carboxylate FC1=C(C=C(C=C1)C1(CC1)NC[C@]1(N(CCC1)C(=O)OC(C)(C)C)C)C(F)(F)F